(1R,2R)-2-fluoro-N-(6-(3-((6-(1-hydroxypropyl)-4-methylpyridin-3-yl)amino)pyridin-2-yl)pyrimidin-4-yl)cyclopropane-1-carboxamide F[C@H]1[C@H](C1)C(=O)NC1=NC=NC(=C1)C1=NC=CC=C1NC=1C=NC(=CC1C)C(CC)O